C1(CCC1)OC=1C=2N(C=C(N1)C(=O)NC1=NC(=CC=C1)C(F)F)C=C(N2)[C@@]21CO[C@@](CC2)(C1)C 8-Cyclobutoxy-N-(6-(difluoromethyl)pyridin-2-yl)-2-((1S,4R)-1-methyl-2-oxabicyclo[2.2.1]heptan-4-yl)imidazo[1,2-a]pyrazine-6-carboxamide